7-bromo-1-(phenyl-d5)dibenzo[b,d]furan-2,3,4,6,8,9-d6 BrC1=C(C2=C(C3=C(O2)C(=C(C(=C3C3=C(C(=C(C(=C3[2H])[2H])[2H])[2H])[2H])[2H])[2H])[2H])C(=C1[2H])[2H])[2H]